1-(1-((4-bromo-5-fluoropyridin-2-yl)methyl)-6-chloro-2-(2-cyclopentylethyl)-1,2,3,5-tetrahydro-4H-benzo[e][1,4]diazepin-4-yl)-2,2,2-trifluoroethan-1-one BrC1=CC(=NC=C1F)CN1C(CN(CC2=C1C=CC=C2Cl)C(C(F)(F)F)=O)CCC2CCCC2